FC=1C=C(C=CC1)C1CC2(C1)CN(CC2)C(=O)C=2C=C1CN(C(C1=CC2)=O)C2C(NC(CC2)=O)=O 3-(5-(2-(3-fluorophenyl)-6-azaspiro[3.4]octane-6-carbonyl)-1-oxoisoindolin-2-yl)piperidine-2,6-dione